6-fluoro-3-((3-fluorobenzyl)amino)-5-(1-(p-tolyl)ethyl)-4H-benzo[e][1,2,4]thiadiazine 1,1-dioxide FC=1C=CC2=C(NC(=NS2(=O)=O)NCC2=CC(=CC=C2)F)C1C(C)C1=CC=C(C=C1)C